ON1C(=C(C(C2=CC=CC=C12)=O)CC1=CC=C(C=C1)OC1=CC=C(C=C1)C(F)(F)F)C 1-hydroxy-2-methyl-3-(4-(4-(trifluoromethyl)phenoxy)benzyl)-4(1H)quinolinone